OC(C=O)=CO 2,3-dihydroxy-acrylaldehyde